N1(CCC1)C(=O)O.O=C1NC(CCC1C1=CC=C(OC2CN(C2)C(=O)OC(C)(C)C)C=C1)=O tert-butyl 3-[4-(2,6-dioxo-3-piperidyl)phenoxy]azetidine-1-carboxylate azetidine-1-carboxylate